C12CN(CC(CC1)N2)C(CN2C(=C(C1=CC(=CC(=C21)C)Cl)C(=O)NCC2=CC=C(C=C2)S(=O)(=O)N2N=C(N=C2)C2CC2)C2CC2)=O 1-(2-(3,8-diazabicyclo[3.2.1]octan-3-yl)-2-oxoethyl)-5-chloro-2-cyclopropyl-N-(4-((3-cyclopropyl-1H-1,2,4-triazol-1-yl)sulfonyl)benzyl)-7-methyl-1H-indole-3-carboxamide